Cis-Resveratrol C1(=CC(O)=CC(O)=C1)\C=C/C1=CC=C(O)C=C1